OC=1C=CC(=NC1)NC(=O)C=1C=C(C=CC1)C1=CC=CC=C1 N-(5-hydroxypyridin-2-yl)-[1,1-biphenyl]-3-carboxamide